O[C@@]1(CNC2=C(NC1=O)N=CC(=C2)/C=C/C(=O)N(C)CC2=C(OC1=C2C=CC=C1OC1=CC(=CC=C1)OC)C)C (R,E)-3-(3-Hydroxy-3-methyl-4-oxo-2,3,4,5-tetrahydro-1H-pyrido[2,3-b][1,4]diazepin-8-yl)-N-((7-(3-methoxyphenoxy)-2-methylbenzofuran-3-yl)methyl)-N-methylacrylamide